C(C)(C)(C)C1=NC(=C(C(=C1N)N)F)N1C[C@H](OCC1)C tert-butyl-(R)-5-fluoro-6-(2-methylmorpholino)pyridine-3,4-diamine